C(C)(C)(C)OC(=O)C=1C=CC2=C(N(C(=N2)CN2CC3=CC(=CC=C3CC2)OCC=2C=C3C=CC=NC3=CC2)C[C@H]2OCC2)C1 (S)-1-((oxetan-2-yl)methyl)-2-((7-((quinolin-6-yl)methoxy)-3,4-dihydroisoquinolin-2(1H)-yl)methyl)-1H-benzo[d]imidazole-6-carboxylic acid tert-butyl ester